O=C1NC=C(C(N1CC1=CC=CC=C1)=O)C(=O)NC1=CC(=CC(=C1)OC)OC 2,4-Dioxo-3-benzyl-N-(3,5-dimethoxyphenyl)-1,2,3,4-tetrahydropyrimidine-5-carboxamide